4-[[2-(4-methylphenyl)imidazo[1,2-a]pyrazin-3-yl]amino]-N-propan-2-ylbenzamide CC1=CC=C(C=C1)C=1N=C2N(C=CN=C2)C1NC1=CC=C(C(=O)NC(C)C)C=C1